[N].N[C@@H](CO)C(=O)O.N[C@@H](CO)C(=O)O.N[C@@H](CO)C(=O)O.N[C@@H](CO)C(=O)O.N[C@@H](CO)C(=O)O.N[C@@H](CO)C(=O)O.N[C@@H](CO)C(=O)O.N[C@@H](CO)C(=O)O.N[C@@H](CO)C(=O)O.N[C@@H](CO)C(=O)O.N[C@@H](CO)C(=O)O.N[C@@H](CO)C(=O)O.N[C@@H](CO)C(=O)O.N[C@@H](CO)C(=O)O.N[C@@H](CO)C(=O)O.N[C@@H](CO)C(=O)O.N[C@@H](CO)C(=O)O.N[C@@H](CO)C(=O)O.N[C@@H](CO)C(=O)O.N[C@@H](CO)C(=O)O.N[C@@H](CO)C(=O)O.N[C@@H](CO)C(=O)O.N[C@@H](CO)C(=O)O.N[C@@H](CO)C(=O)O tetracosa-L-serine nitrogen